ClC1=C(C=CC=C1)C1=CC(OC2=NC(=CC=C21)OC(C(=O)N2C[C@H](CCC2)C(=O)O)C)=O |r| Rac-(3S)-1-[2-[4-(2-chlorophenyl)-2-oxo-pyrano[2,3-b]pyridin-7-yl]oxypropionyl]piperidine-3-carboxylic acid